Cl.Cl.FC1=C2[C@H](C3(CCNCC3)CC2=CC=C1)N (3S)-4-fluoro-1,3-dihydro-spiro[indene-2,4'-piperidine]-3-amine dihydrochloride